N1CC(CCC1)NC(=O)C1=NC=CN=C1 N-(piperidin-3-yl)pyrazine-2-carboxamide